N-[(2,4-Dimethoxyphenyl)methyl]-2,6-difluoro-4-[3-[methyl-(1-methylpyrrolidin-3-yl)amino]-3-[2-[3-(trifluoromethyl)phenyl]ethyl]-1-piperidyl]-N-pyrimidin-4-yl-benzenesulfonamide COC1=C(C=CC(=C1)OC)CN(S(=O)(=O)C1=C(C=C(C=C1F)N1CC(CCC1)(CCC1=CC(=CC=C1)C(F)(F)F)N(C1CN(CC1)C)C)F)C1=NC=NC=C1